NC1=CC=C(OCC2=CC=C(COCNC(CNC(OC(C)(C)C)=O)=O)C=C2)C=C1 tert-butyl (2-((((4-((4-aminophenoxy)methyl)benzyl)oxy)methyl)amino)-2-oxoethyl)carbamate